NC1CN(CCC1)C(=O)C=1C(C(C#N)(C=CC1)C1=C(C=NN1)C1=C(C(=CC=C1)C(C)(C)C)F)F 3-(3-aminopiperidine-1-carbonyl)-1-(4-(tert-butyl-2-fluorophenyl)-1H-pyrazol-5-yl)-2-fluorobenzonitrile